BrC1=CC2=C(C(=CCO2)NS(=O)C(C)(C)C)C=C1 N-(7-bromobenzopyran-4-yl)-2-methylpropane-2-sulfinamide